[Fe].[Pd](Cl)Cl.ClCCl dichloromethane palladium chloride iron